Trioleyl-Glycerine C(CCCCCCC\C=C/CCCCCCCC)C(C(O)(CCCCCCCC\C=C/CCCCCCCC)CCCCCCCC\C=C/CCCCCCCC)(O)CO